2-[4-(2,2-difluorocyclohexyl)piperazin-1-yl]Aniline tert-butyl-((3R,6S)-6-(2-bromoacetyl)tetrahydro-2H-pyran-3-yl)carbamate C(C)(C)(C)N(C(O)=O)[C@H]1CO[C@@H](CC1)C(CBr)=O.FC1(C(CCCC1)N1CCN(CC1)C1=C(N)C=CC=C1)F